COC(C1=C(C=CC(=C1)C(F)(F)F)NC1=C(C=C(C=C1)F)C=O)=O 2-((4-fluoro-2-formylphenyl)amino)-5-(trifluoromethyl)-benzoic acid methyl ester